2,2'-(methylimino)diacetic acid CN(CC(=O)O)CC(=O)O